C(C1=CC=CC=C1)N1C=NC(=C1)CC(C(=O)O)NCC(=O)O 3-(1-benzyl-1H-imidazol-4-yl)-2-[(carboxymethyl)amino]propanoic acid